1,2-Di-γ-linolenyloxy-N,N-dimethylaminopropane C(CCCC\C=C/C\C=C/C\C=C/CCCCC)OC(C(C)OCCCCC\C=C/C\C=C/C\C=C/CCCCC)N(C)C